6-fluoro-1-methyl-benzimidazole-5-carboxylic acid methyl ester COC(=O)C1=CC2=C(N(C=N2)C)C=C1F